N1C=NC2=NC=CC(=C21)COC=2C(=NC=C(N2)C2=CC(=C1CCN(CC1=C2)C)C)N 3-((1H-imidazo[4,5-b]pyridin-7-yl)methoxy)-5-(2,5-dimethyl-1,2,3,4-tetrahydroisoquinolin-7-yl)pyrazin-2-amine